FC(C(=O)O)(F)F.NCC(=O)N(C)C1=C(C=C(C=C1)NC1=NC=2N(C(=C1)NC1CC1)N=CC2C#N)C[S@](=O)C |r| (±)-2-amino-N-(4-((3-cyano-7-(cyclopropylamino)pyrazolo[1,5-a]pyrimidin-5-yl)amino)-2-((methylsulfinyl)methyl)phenyl)-N-methylacetamide monotrifluoroacetic acid salt